2,3,6,7,10,11-hexahydro triphenylene methyl 2-(2-methoxy-4-methylbenzoyl)-6-methylbenzoate COC1=C(C(=O)C2=C(C(=O)OC)C(=CC=C2)C)C=CC(=C1)C.C=1CCC=C2C3=CCCC=C3C3=CCCC=C3C12